4-(N-(2-(dinonylamino)ethyl)-N-nonylglycyl)piperazin C(CCCCCCCC)N(CCN(CC(=O)N1CCNCC1)CCCCCCCCC)CCCCCCCCC